(S)-4-hydroxy-N-(4-methyl-1-oxo-1-(1,4,7-trioxa-10-azacyclododecan-10-yl)pent-2-yl)benzenesulfonamide OC1=CC=C(C=C1)S(=O)(=O)N[C@H](C(N1CCOCCOCCOCC1)=O)CC(C)C